C(CCCCCCCCCCCCC)(=O)NCCCC[C@H](N)C(=O)O N6-myristoyl-lysine